COC=1C=2N(C=C(N1)C(=O)NC=1C(=NC=CC1)OC)C=C(N2)C21COC(CC2)(C1)C 8-methoxy-N-(2-methoxypyridin-3-yl)-2-(1-methyl-2-oxabicyclo[2.2.1]hept-4-yl)imidazo[1,2-a]pyrazine-6-carboxamide